4-Cyano-N-[4-(3-cyanophenyl)-5-(2,6-dimethyl-4-pyridyl)thiazol-2-yl]-4-(hydroxymethyl)piperidin-1-carboxamid C(#N)C1(CCN(CC1)C(=O)NC=1SC(=C(N1)C1=CC(=CC=C1)C#N)C1=CC(=NC(=C1)C)C)CO